NCC1(CCOCC1)C1=CC(=NC(=C1)S(=O)(=O)C)NC1=CC(=NC=C1C1=CC=C2C(=N1)OCC(O2)(C)C)NC(C)=O N-(4-((4-(4-(aminomethyl)tetrahydro-2H-pyran-4-yl)-6-(methylsulfonyl)pyridin-2-yl)amino)-5-(2,2-dimethyl-2,3-dihydro-[1,4]dioxino[2,3-b]pyridin-6-yl)pyridin-2-yl)acetamide